(R)-4-(6-amino-4-methoxy-pyridin-3-yl)-2-hydroxymethyl-piperazine-1-carboxylic acid tert-butyl ester C(C)(C)(C)OC(=O)N1[C@H](CN(CC1)C=1C=NC(=CC1OC)N)CO